N[C@H]1CN(CCC1)C1=CC(=NC=C1C=1C=NN(C1)C1CCOCC1)NC1=NC(=NC=C1)C1=C(C=CC=C1OC)F (R)-N-(4-(3-aminopiperidin-1-yl)-5-(1-(tetrahydro-2H-pyran-4-yl)-1H-pyrazol-4-yl)pyridin-2-yl)-2-(2-fluoro-6-methoxyphenyl)pyrimidin-4-amine